methylallyl alcohol CC=CCO